3-(4-(ethylthio)-1-oxoisoindolin-2-yl)piperidine-2,6-dione C(C)SC1=C2CN(C(C2=CC=C1)=O)C1C(NC(CC1)=O)=O